1-(4-fluoro-2-((2-methylallyl)oxy)phenyl)ethan-1-one FC1=CC(=C(C=C1)C(C)=O)OCC(=C)C